Phosphorus(V)-oxid [P+3]=O